3-(3-(difluoromethoxy)phenyl)-1-((2S,3S)-3-hydroxybutan-2-yl)-N-(3-methyl-1,1-dioxidothietan-3-yl)-1H-pyrazolo[4,3-b]pyridine-6-carboxamide FC(OC=1C=C(C=CC1)C1=NN(C=2C1=NC=C(C2)C(=O)NC2(CS(C2)(=O)=O)C)[C@@H](C)[C@H](C)O)F